2-chloro-4-((5-fluoro-2-isopropoxyphenyl)amino)pyrimidine-5-carbonitrile ClC1=NC=C(C(=N1)NC1=C(C=CC(=C1)F)OC(C)C)C#N